P(O)(O)(=S)O[C@H]1[C@@]([C@@H](O[C@@H]1CO)N1C(=O)N=C(N)C=C1)(C)F 2'-deoxy-2'-fluoro-2'-C-methyl-cytidine-3'-phosphorothioate